C(C)C=1C(=C(N=NC1CC)SC1=CC=C(C=C1)CO)C#N 5,6-diethyl-3-{[4-(hydroxymethyl)phenyl]sulfanyl}pyridazine-4-carbonitrile